6-(2-Methoxypyridin-3-yl)-1-(4-(1-methyl-4-(trifluoromethyl)-1H-imidazol-2-yl)benzyl)-1,3-dihydro-2H-imidazo[4,5-c]pyridin-2-one COC1=NC=CC=C1C1=CC2=C(C=N1)NC(N2CC2=CC=C(C=C2)C=2N(C=C(N2)C(F)(F)F)C)=O